FC(C=1C=C(C=CC(=O)N)C=CC1OC)F 3-(difluoromethyl)-4-methoxycinnamamide